(1-oxo-5-(((trans)-2-(3-(5-(trifluoromethyl)pyrimidin-2-yl)azetidin-1-yl)cyclohex-yl)oxy)isoindolin-2-yl)piperidine-2,6-dione O=C1N(CC2=CC(=CC=C12)O[C@H]1[C@@H](CCCC1)N1CC(C1)C1=NC=C(C=N1)C(F)(F)F)N1C(CCCC1=O)=O